tert-butyl N-[2-([1,4-dioxaspiro[4.5]decan-8-yloxy]methyl)piperidin-3-yl]carbamate O1CCOC12CCC(CC2)OCC2NCCCC2NC(OC(C)(C)C)=O